2-[4-[(1S)-1-[(4,5-dichloro-1-methyl-indole-2-carbonyl)amino]-2-hydroxy-ethyl]3-methyl-phenyl]-acetic acid ClC1=C2C=C(N(C2=CC=C1Cl)C)C(=O)N[C@H](CO)C1=C(C=C(C=C1)CC(=O)O)C